(5-bromo-2-pyridyl)-methyl-p-cumenyl-amine BrC=1C=CC(=NC1)N(C1=CC=C(C=C1)C(C)C)C